FC([C@]1(C(O[C@@H]([C@H]([C@@H]1O)O)CO)O)O)F (3S,4S,5S,6R)-3-(difluoromethyl)-6-(hydroxymethyl)tetrahydro-2H-pyran-2,3,4,5-tetraol